C[N+]1=C(NC=C1)C(=O)OCCCC 1-Butyl 3-methylimidazolium-2-carboxylate